3-(3,4-dibenzyloxyphenyl)-N-carbonylbenzyloxyserine C(C1=CC=CC=C1)OC=1C=C(C=CC1OCC1=CC=CC=C1)C=1C=C(CO[C@](N=C=O)(CO)C(=O)O)C=CC1